N-(methyl(oxo)(4-(5-(trifluoromethyl)-1,2,4-oxadiazol-3-yl)phenyl)-λ6-sulfaneylidene)-2-phenylacetamide CS(=NC(CC1=CC=CC=C1)=O)(C1=CC=C(C=C1)C1=NOC(=N1)C(F)(F)F)=O